N1=CN=CC=2C=C3C=CC=CN3C21 Pyrimido[5,4-b]indolizine